3-(difluoromethyl)-α-fluoro-benzeneacetic acid FC(C=1C=C(C=CC1)C(C(=O)O)F)F